tert-butyl (1-(3-bromo-5-(5,6-difluoro-1H-benzo[d]imidazol-2-yl)-2-methoxypyridin-4-yl)piperidin-4-yl)carbamate BrC=1C(=NC=C(C1N1CCC(CC1)NC(OC(C)(C)C)=O)C1=NC2=C(N1)C=C(C(=C2)F)F)OC